2-Ethynyl-N-(1-(4-fluorobenzyl)-5,5-dimethyl-2-oxopyrrolidin-3-yl)-N-(3-methoxy-5-(trifluoromethoxy)phenyl)thiazole-4-carboxamide C(#C)C=1SC=C(N1)C(=O)N(C1=CC(=CC(=C1)OC(F)(F)F)OC)C1C(N(C(C1)(C)C)CC1=CC=C(C=C1)F)=O